4,4'-bis((4-anilino-6-morpholino-1,3,5-triazin-2-yl)amino)stilbene-2,2'-disulphonate disodium salt [Na+].[Na+].N(C1=CC=CC=C1)C1=NC(=NC(=N1)N1CCOCC1)NC=1C=C(C(=CC1)C=CC=1C(=CC(=CC1)NC1=NC(=NC(=N1)NC1=CC=CC=C1)N1CCOCC1)S(=O)(=O)[O-])S(=O)(=O)[O-]